C1(CC1)CC(CC(=O)N1CCN(CC1)C(=O)OC(C)(C)C)=O tert-butyl 4-(4-cyclopropyl-3-oxo-butanoyl)piperazine-1-carboxylate